CN(C1=CC=C(S1)\C=C/1\C(=NOC1=O)CC)C (Z)-4-((5-(dimethylamino)thiophen-2-yl)methylene)-3-ethylisoxazol-5(4H)-one